N-hydroxyethyl-isonicotinic acid OCCN1CC=C(C(=O)O)C=C1